5-[3-[5-[(7-cyclopentylpyrazolo[1,5-a]pyrimidin-6-yl)carbamoylamino]-3-methyl-2-pyridyl]-1,2,4-oxadiazol-5-yl]-N-[3-(2,6-dioxo-3-piperidyl)phenyl]pentanamide C1(CCCC1)C1=C(C=NC=2N1N=CC2)NC(=O)NC=2C=C(C(=NC2)C2=NOC(=N2)CCCCC(=O)NC2=CC(=CC=C2)C2C(NC(CC2)=O)=O)C